C(C)(=O)OI(C1=CC=CC=C1)OC(C)=O bis(acetyloxy)(phenyl)-lambda~3~-iodane